NC(CC(=O)O)C(NC(C(=O)OCC)CCCC)=O 3-amino-3-[(1-ethoxy-1-oxohex-2-yl)carbamoyl]propionic acid